1-(2,6-dimethyl-4-(1-(naphthalen-1-yl)azetidin-3-yl)benzyl)piperidine-4-carboxylic acid, formic acid salt C(=O)O.CC1=C(CN2CCC(CC2)C(=O)O)C(=CC(=C1)C1CN(C1)C1=CC=CC2=CC=CC=C12)C